prop-2-en-1-ylKetone C(C=C)C(=O)CC=C